(1Z)-N-(2-{3,3-dimethyl-2-oxa-8-azaspiro[4.5]decan-8-yl}phenyl)-2-fluoro-2-phenylethene-1-sulfonamide CC1(OCC2(C1)CCN(CC2)C2=C(C=CC=C2)NS(=O)(=O)\C=C(\C2=CC=CC=C2)/F)C